BrC=1C=C(C=CC1)N1N=NC(=C1)CN1C2(C3=CC=CC=C3C(C1)O)CCCCC2 ((1-(3-bromophenyl)-1H-1,2,3-triazol-4-yl)methyl)-3',4'-dihydro-2'H-spiro[cyclohexane-1,1'-isoquinolin]-4'-ol